CC1(O[C@H]([C@H](O1)[C@](CO)(C(F)(F)F)O)C=C(C)C)C (R)-2-((4S,5S)-2,2-dimethyl-5-(2-methylprop-1-en-1-yl)-1,3-dioxolan-4-yl)-3,3,3-trifluoropropane-1,2-diol